ClC=1C=C(C=C(C1)Cl)C1(CC(=NO1)C1=CC(=C(C=C1)NS(=O)(=O)C1CC1)C)C(F)(F)F N-(4-(5-(3,5-dichlorophenyl)-5-(trifluoromethyl)-4,5-dihydroisoxazol-3-yl)-2-methylphenyl)cyclopropanesulfonamide